3-[(S)-Hydroxy-(3-{3-[2-(3-methyl-pyrazol-1-yl)-ethyl]-[1,2,4]oxadiazol-5-yl}-phenyl)-(4-trifluoromethyl-phenyl)-methyl]-3-methyl-azetidine-1-carboxylic acid tert-butyl ester C(C)(C)(C)OC(=O)N1CC(C1)(C)[C@](C1=CC=C(C=C1)C(F)(F)F)(C1=CC(=CC=C1)C1=NC(=NO1)CCN1N=C(C=C1)C)O